C(CCCCCCCCCCCCC)(=O)OCO hydroxy-methyl myristate